ClC=1C=C(C=C(C1OC=1C(=C2C3(C(NC2=CC1)=O)CC3)Cl)Cl)C=3C(NC(N(N3)C)=O)=O 6-(3,5-dichloro-4-((4'-chloro-2'-oxospiro[cyclopropane-1,3'-indoline]-5'-yl)oxy)phenyl)-2-methyl-1,2,4-triazine-3,5(2h,4h)-dione